BrC=1C(=NC=C(C1)C(F)(F)F)N1CCN(CC1)CC1=CC(=C(OC(C(=O)OCC)(C)C)C(=C1)C)C Ethyl 2-(4-((4-(3-bromo-5-(trifluoromethyl)pyridin-2-yl)piperazin-1-yl)methyl)-2,6-dimethylphenoxy)-2-methylpropanoate